ClC=1C=2N(C=CN1)C(=NC2)CO (8-chloroimidazo[1,5-a]pyrazin-3-yl)methanol